3,4-dichloro-6,7,8,9-tetrahydropyrido[1,2-a]indole-1,7-diol ClC=1C=C(C=2C=C3N(C2C1Cl)CC(CC3)O)O